6-chloro-2-isobutyramidopurine ClC1=C2NC=NC2=NC(=N1)NC(C(C)C)=O